C(C)(C)N1CCN(CC1)CC1=CC=C(CNC2=CC=CC=3N=NN(C(C32)=O)C3C(NC(CC3)=O)=O)C=C1 3-(5-((4-((4-isopropylpiperazin-1-yl)methyl)benzyl)amino)-4-oxobenzo[d][1,2,3]triazin-3(4H)-yl)piperidine-2,6-dione